C(C)(=O)OC1=CC=C(C=C1)[S+](C)C [4-(acetoxy)phenyl]dimethylsulfonium